3-methyl-1-(4-(((2r,3r,4r,5s)-3,4,5-trihydroxy-2-methylpiperidin-1-yl)methyl)piperidin-1-yl)butan-1-one CC(CC(=O)N1CCC(CC1)CN1[C@@H]([C@H]([C@@H]([C@H](C1)O)O)O)C)C